FC(COC=1C(=NC=CC1)OC1=CC=2N(C=C1)N=C(C2C(F)(F)F)C(=O)OC)(F)F methyl 5-((3-(2,2,2-trifluoroethoxy)pyridin-2-yl)oxy)-3-(trifluoromethyl)pyrazolo[1,5-a]pyridine-2-carboxylate